ClC1=C(OC2=CC=CC3=C2NC(=NS3(=O)=O)NCC3=NC=C(C=C3)C)C=CC=C1 5-(2-chlorophenoxy)-3-(((5-methylpyridin-2-yl)methyl)amino)-4H-benzo[e][1,2,4]thiadiazine 1,1-dioxide